terfurfuryl C(C1=CC=CO1)C(C1=CC=CO1)CC1=CC=CO1